3-(biphen-4-yl)-5-(4-tert-butyl-phenyl)-4-phenyl-4H-1,2,4-triazole C1(=CC=C(C=C1)C1=CC=CC=C1)C1=NN=C(N1C1=CC=CC=C1)C1=CC=C(C=C1)C(C)(C)C